(R)-1-(7-bromo-6,8-difluoro-2-((hexahydro-1H-pyrrolizin-7a-yl)methoxy)quinazolin-4-yl)-3-methylpiperidin-3-ol BrC1=C(C=C2C(=NC(=NC2=C1F)OCC12CCCN2CCC1)N1C[C@@](CCC1)(O)C)F